3-bromobenzo[b]thiophene-6-carboxylate BrC=1C2=C(SC1)C=C(C=C2)C(=O)[O-]